4-(((4-((1R,5S)-3,8-diazabicyclo[3.2.1]octan-3-yl)-6-(((2R,7aS)-2-fluorotetrahydro-1H-pyrrolizin-7a(5H)-yl)methoxy)-1,3,5-triazin-2-yl)amino)methyl)-5-ethynyl-6-fluoronaphthalen-2-ol [C@H]12CN(C[C@H](CC1)N2)C2=NC(=NC(=N2)OC[C@]21CCCN1C[C@@H](C2)F)NCC2=CC(=CC1=CC=C(C(=C21)C#C)F)O